C(C)OC(=O)[C@@]12CCC[C@H]2[C@@H]2CC[C@H]1C2.O2CCN(CC2)C(CN2N=CC(=C2)C=2N=C(C=1N(C2)N=CC1)C=1C=NN(C1)C(CC)CC)=O 1-morpholino-2-(4-(4-(1-(pent-3-yl)-1H-pyrazol-4-yl)pyrazolo[1,5-a]pyrazin-6-yl)-1H-pyrazol-1-yl)ethanone (3aS,4S,7R,7aS)-ethyl-octahydro-1H-4,7-methanoindene-3a-carboxylate